CC1(CCC(CC1)NC(=O)NCC1=CC(=NC=C1)OC1COC1)C 1-(4,4-dimethylcyclohexyl)-3-[[2-(oxetan-3-yloxy)pyridin-4-yl]methyl]urea